5-(5-Ethyl-1,2,4-oxadiazol-3-yl)-N-(2-methylpyridin-4-yl)-2,3-dihydro-1H-inden-1-carboxamid C(C)C1=NC(=NO1)C=1C=C2CCC(C2=CC1)C(=O)NC1=CC(=NC=C1)C